N-ethyl-N'-(2-fluoro-4-(3-((2-fluoro-3-methoxybenzyl)oxy)oxetan-3-yl)-5-methylphenyl)-N-methylformimidamide C(C)N(C=NC1=C(C=C(C(=C1)C)C1(COC1)OCC1=C(C(=CC=C1)OC)F)F)C